methacryloyl-ornithine C(C(=C)C)(=O)N[C@@H](CCCN)C(=O)O